2-((5-(4-(diphenylamino)phenyl)furan-2-yl)methylene)-1H-indene C1(=CC=CC=C1)N(C1=CC=C(C=C1)C1=CC=C(O1)C=C1CC2=CC=CC=C2C1)C1=CC=CC=C1